COC(=O)C=1C(=NOC1C1CC1)C1=C(C=CC=C1Cl)Cl 3-(2,6-dichlorophenyl)-5-Cyclopropylisoxazole-4-carboxylic acid methyl ester